CC1=CC=CC=2N=C(NC21)S Methyl-2-Mercaptobenzimidazol